FC(C(F)(F)F)(F)CS(=O)(=O)O pentafluoroethylmethanesulfonic acid